N-(3-(furan-2-yl)-3-phenylpropyl)-1,1-diphenylmethanimine-15N O1C(=CC=C1)C(CC[15N]=C(C1=CC=CC=C1)C1=CC=CC=C1)C1=CC=CC=C1